C(=O)(O)C1CC(NC(C1)(C)C)(C)C 4-Carboxy-2,2,6,6-tetramethyl-piperidin